O=C1NC(CCC1N1C(C2=CC=C(C=C2C1=O)CNC(C(CC1=CC=CC=C1)=O)=O)=O)=O N-((2-(2,6-dioxopiperidin-3-yl)-1,3-dioxoisoindolin-5-yl)methyl)-2-oxo-3-phenylpropanamide